2-[4-(3-amino-phenyl)-piperazin-1-yl]-ethanol NC=1C=C(C=CC1)N1CCN(CC1)CCO